C(C)N1C(=NC2=C(C1=O)C=NN2C2OCCCC2)N2CCC1(CCN(C1)C1=CC(=NC=C1)C(F)(F)F)CC2 5-ethyl-1-(tetrahydro-2H-pyran-2-yl)-6-(2-(2-(trifluoromethyl)pyridin-4-yl)-2,8-diazaspiro[4.5]decan-8-yl)-1,5-dihydro-4H-pyrazolo[3,4-d]pyrimidin-4-one